(2S)-2-Amino-N-[(1R)-2-[(2R,3R)-2-(2-chloro-5-fluoro-3-methyl-phenyl)-1-[2-[3-cyclopropyl-5-(trifluoromethyl)pyrazol-1-yl]acetyl]pyrrolidine-3-yl]oxy-1-methyl-ethyl]propenamide NC(C(=O)N[C@@H](CO[C@H]1[C@H](N(CC1)C(CN1N=C(C=C1C(F)(F)F)C1CC1)=O)C1=C(C(=CC(=C1)F)C)Cl)C)=C